tert-butyl (2s)-2-((tert-butoxycarbonyl)amino)-4-(4,4,4-trifluoro-3-hydroxy-3-(5-phenylpyridin-2-yl)butylsulfonimidoyl)butanoate C(C)(C)(C)OC(=O)N[C@H](C(=O)OC(C)(C)C)CCS(=O)(=N)CCC(C(F)(F)F)(C1=NC=C(C=C1)C1=CC=CC=C1)O